C(C)(=O)N(C1CCN(CC1)C1=CC=C(C=N1)C(=O)NC1=NNC(=C1)C1=NC2=C(N1)C=CC=C2)C 6-[4-[acetyl(methyl)amino]-1-piperidyl]-N-[5-(1H-benzimidazol-2-yl)-1H-pyrazol-3-yl]pyridine-3-carboxamide